butyl (R)-2-(3-cyanobicyclo[1.1.1]pentan-1-yl)-3-oxohexahydroimidazo[1,5-a]pyrazine-7(1H)-carboxylate C(#N)C12CC(C1)(C2)N2C(N1[C@@H](CN(CC1)C(=O)OCCCC)C2)=O